ClC=1SC(=CN1)CN1CC([N+]2=C1C(=CC=C2)[N+](=O)[O-])C 1-((2-chlorothiazol-5-yl)methyl)-3-methyl-8-nitro-2,3-dihydro-1H-imidazo[1,2-a]pyridin-4-ium